FC=1C=NC(=NC1)N1CCN(CC1)C(CCCN1N=C2C(=CC=CC2=C1)C(=O)N)=O 2-(4-(4-(5-fluoropyrimidin-2-yl)piperazin-1-yl)-4-oxobutyl)-2H-indazole-7-carboxamide